OCC1COC(OC1)(C)C 5-hydroxymethyl-2,2-dimethyl-1,3-dioxane